(5S)-1'-[7-(3-chloro-2-methyl-4-pyridyl)-6-methyl-pyrazolo[1,5-a]pyrazin-4-yl]-3-fluoro-spiro[5,7-dihydrocyclopenta[b]pyridine-6,4'-piperidine]-5-amine ClC=1C(=NC=CC1C1=C(N=C(C=2N1N=CC2)N2CCC1(CC2)[C@@H](C=2C(=NC=C(C2)F)C1)N)C)C